4-(2-methoxyethoxy)piperidine trifluoroacetate salt FC(C(=O)O)(F)F.COCCOC1CCNCC1